P(=O)(OCC(COC(CCCCCCCCCCCCCCC)=O)OC(CCCCCCC\C=C/CCCCCCCC)=O)(OCC[N+](C)(C)C)[O-] 3-(Hexadecanoyloxy)-2-{[(9Z)-octadec-9-enoyl]oxy}propyl 2-(trimethylazaniumyl)ethyl phosphate